isopropyl-2,4-dioxo-pyrimidine C(C)(C)C=1C(NC(NC1)=O)=O